6-bromo-4-fluoro-N-methyl-1-(propan-2-yl)-1H-benzimidazole-2-carboxamide BrC=1C=C(C2=C(N(C(=N2)C(=O)NC)C(C)C)C1)F